(3R,5R)-3,5-bis((t-butyldimethylsilyl)oxy)cyclohexane-1-carbaldehyde [Si](C)(C)(C(C)(C)C)O[C@@H]1CC(C[C@H](C1)O[Si](C)(C)C(C)(C)C)C=O